BrC=1C=C(C=2N(C1)C(=NC2)C=2SC(=CN2)C=O)Cl 2-(6-bromo-8-chloroimidazo[1,5-a]pyridin-3-yl)thiazole-5-carbaldehyde